C(C)CC1CC(NCC1)=O 4-(ethylmethyl)piperidin-2-one